tert-butyl N-[(1R)-5-fluoroindan-1-yl]-N-(5-hydroxytetrahydropyran-3-yl)carbamate FC=1C=C2CC[C@H](C2=CC1)N(C(OC(C)(C)C)=O)C1COCC(C1)O